1-bromo-2,5-difluoro-4-(trifluoromethoxy)benzene BrC1=C(C=C(C(=C1)F)OC(F)(F)F)F